(1S,2R,4R,5R)-2-(3-bromo-4-fluorobenzyl)-4-(methylsulfonamido)bicyclo[3.1.0]hexane-2-carboxamide BrC=1C=C(C[C@@]2([C@H]3C[C@H]3[C@@H](C2)NS(=O)(=O)C)C(=O)N)C=CC1F